N[C@@H]1CN(CC1)C(=O)OC(C)(C)C 2-methyl-2-propanyl (3S)-3-amino-1-pyrrolidinecarboxylate